C(C)(C)(C)OC(=O)N(C1(CCN(CC1)C(=O)OCC1=CC=CC=C1)C(=O)OC)NC(=O)OC(C)(C)C 1-benzyl 4-methyl 4-{[(tert-butoxy)carbonyl]({[(tert-butoxy)carbonyl]amino})amino}piperidine-1,4-dicarboxylate